C(C1=CC=CC=C1)NC(N([C@@H]1CC[C@H](CC1)NC1=NC=C(C=C1)C#N)C1=CC=C(C=C1)N1CCC(CC1)C#N)=O 3-benzyl-1-(4-(4-cyanopiperidin-1-yl)phenyl)-1-(trans-4-((5-cyanopyridin-2-yl)amino)cyclohexyl)urea